CN1N=CC(=N1)C(=O)OC methyl 2-methyl-1,2,3-triazole-4-carboxylate